C(CCCCC)OC1=C(C=CC=C1C=O)C=O 2-(hexyloxy)benzene-1,3-dicarboxaldehyde